C(C)(C)(C)C1=NC(=NO1)C(=O)NCC1=C(C=C(C=C1)C1=CC(=NC=C1)NC(=O)C1C(C1)C(F)(F)F)C 5-(tert-butyl)-N-(2-methyl-4-(2-(2-(trifluoromethyl)cyclopropane-1-carboxamido)pyridin-4-yl)benzyl)-1,2,4-oxadiazole-3-carboxamide